CS(=O)(=O)CCCNC(=O)C1=CC2=C(N(C(=N2)NC=2SC3=C(N2)C=CC(=C3)OC(F)(F)F)C)C=C1 1-Methyl-2-(6-trifluoromethoxy-benzothiazol-2-ylamino)-1H-benzoimidazole-5-carboxylic acid (3-methanesulfonyl-propyl)-amide